(2s,3r,4r,5s)-4-[[3-(3,4-difluoro-2-methoxy-phenyl)-4,5-dimethyl-5-(trifluoromethyl)tetrahydrofuran-2-carbonyl]amino]pyridine-2-carboxamide FC=1C(=C(C=CC1F)[C@@H]1[C@H](O[C@@]([C@@H]1C)(C(F)(F)F)C)C(=O)NC1=CC(=NC=C1)C(=O)N)OC